Methyl (6-(2-fluoro-5-((4-oxo-3,4-dihydrophthalazin-1-yl)methyl)phenyl)-3H-imidazo[4,5-b]pyridin-2-yl)carbamate FC1=C(C=C(C=C1)CC1=NNC(C2=CC=CC=C12)=O)C=1C=C2C(=NC1)NC(=N2)NC(OC)=O